NCCCCCC(=O)O L-6-aminocaproic acid